[Cl-].C(CC)NC1=C2C(=C3N=C4C=CC(C=C4OC3=C1)=[NH+]CCC)C=CC=C2 N-(5-(propylamino)-9H-benzo[a]phenoxazin-9-ylidene)propan-1-aminium chloride